FC=1C(=NC=C(C1)F)CN1C[C@H](N(C[C@@H]1C)C=O)C ((2r,5s)-4-((3,5-difluoropyridin-2-yl)methyl)-2,5-dimethylpiperazin-1-yl)methanone